5-(4-acetyl-4,7-diazaspiro[2.5]octan-7-yl)-5-[4-[4-(trifluoromethoxy)phenoxy]phenyl]hexahydropyrimidine-2,4,6-trione C(C)(=O)N1C2(CC2)CN(CC1)C1(C(NC(NC1=O)=O)=O)C1=CC=C(C=C1)OC1=CC=C(C=C1)OC(F)(F)F